C1(=CC=CC=C1)C1=CC(=C(S1)NC(COC(C1=CC(=CC=C1)S(N)(=O)=O)=O)=O)C(=O)OCC Ethyl 5-phenyl-2-(2-((3-sulfamoylbenzoyl)oxy)acetamido)thiophene-3-carboxylate